FC1=C(C=CC(=C1)[N+](=O)[O-])N1CCN(CC1)[C@@H]1CC[C@H](CC1)NC(OC(C)(C)C)=O trans-tert-butyl ((1r,4r)-4-(4-(2-fluoro-4-nitrophenyl)piperazin-1-yl)cyclohexyl)carbamate